4-(1-chloro-3-(5-(difluoromethyl)-1,3,4-thiadiazol-2-yl)-6-(N-(1-(fluoromethyl)cyclopropyl)sulfamoyl)imidazo[1,5-a]pyridin-8-yl)-N,N-dimethyl-3,6-dihydropyridine-1(2H)-carboxamide ClC=1N=C(N2C1C(=CC(=C2)S(NC2(CC2)CF)(=O)=O)C=2CCN(CC2)C(=O)N(C)C)C=2SC(=NN2)C(F)F